3-fluoro-2-hydroxy-5-(4-(3-(pyrrolidin-1-yl)phenyl)-1,4-diazepane-1-carbonyl)benzaldehyde FC=1C(=C(C=O)C=C(C1)C(=O)N1CCN(CCC1)C1=CC(=CC=C1)N1CCCC1)O